P(=O)(OP(=O)Cl)Cl diphosphonic chloride